FC1=CC=C(C=N1)C=CC(=O)NC1=C(C(=NN1)C1=CC=NC=C1)C 3-(6-fluoropyridin-3-yl)-N-(4-methyl-3-(pyridin-4-yl)-1H-pyrazol-5-yl)propenamide